COC1=CC=C(CN2C3CNC(C2=O)C3)C=C1 2-(4-methoxybenzyl)-2,5-diazabicyclo[2.2.1]heptane-3-one